2-[cyano-(5-fluoro-3-pyridyl)amino]-N-isopentyl-5-methyl-thiazole-4-carboxamide [2,2-dimethylpropanoyloxymethoxy(hydroxy)phosphoryl]oxymethyl-2,2-dimethylpropanoate CC(C(=O)OCOP(=O)(O)OCOC(C(C)(C)C)=O)(C)C.C(#N)N(C=1SC(=C(N1)C(=O)NCCC(C)C)C)C=1C=NC=C(C1)F